2-(2,2-dibromovinyl)-4-fluorophenol BrC(=CC1=C(C=CC(=C1)F)O)Br